(2R,3R)-2-(2,5-difluorophenyl)-3-((pyrimidin-2-ylmethyl)disulfanyl)-1-(1H-1,2,4-triazol-1-yl)butan-2-ol FC1=C(C=C(C=C1)F)[C@@](CN1N=CN=C1)([C@@H](C)SSCC1=NC=CC=N1)O